methyl 2-(3-((2-(difluoromethoxy)-6-methylpyridin-3-yl) carbamoyl)-3-(2-isopropylphenyl) azetidin-1-yl)-1-methyl-1H-imidazole-5-carboxylate FC(OC1=NC(=CC=C1NC(=O)C1(CN(C1)C=1N(C(=CN1)C(=O)OC)C)C1=C(C=CC=C1)C(C)C)C)F